C1(CCC1)CN[C@H]1CN(CCC1)C1=CC=C(C=N1)C1(COC1)C(=O)NC1=NC(=CN=C1)N1CCCC1 (R)-3-(6-(3-((cyclobutylmethyl)amino)piperidin-1-yl)pyridin-3-yl)-N-(6-(pyrrolidin-1-yl)pyrazin-2-yl)oxetane-3-carboxamide